7,8-Dimethoxyquinazoline-2,4-diol COC1=CC=C2C(=NC(=NC2=C1OC)O)O